C(C)C=1N(C=2N(C(C1N1CCNCC1)=O)N=C(N2)C=2CC1C(COC1)C2)CC(=O)NC2=CC=C(C=C2)S(F)(F)(F)(F)F 2-(5-ethyl-7-oxo-6-(piperazin-1-yl)-2-(3,3a,4,6a-tetrahydro-1H-cyclopenta[c]furan-5-yl)-[1,2,4]triazolo[1,5-a]pyrimidin-4(7H)-yl)-N-(4-(pentafluoro-λ6-sulfanyl)phenyl)acetamide